FC(OC=1C=CC(=C(C1)O)C1=C2C(=C(N=N1)N[C@H]1CNCCC1)COCC2)F 5-(difluoromethoxy)-2-(4-{[(3R)-piperidin-3-yl]amino}-7,8-dihydro-5H-pyrano[3,4-d]pyridazin-1-yl)phenol